5-Methyl-2-(1-methylbutyl)-5-propyl-1,3-dioxan CC1(COC(OC1)C(CCC)C)CCC